C(CCC)NC(=O)C1=NC=CC=C1Cl N-butyl-3-chloropyridineamide